8-oxo-N-[5-[3-(trifluoromethoxy)phenyl]thiazol-2-yl]-6,7-dihydro-5H-indolizine-5-carboxamide O=C1CCC(N2C=CC=C12)C(=O)NC=1SC(=CN1)C1=CC(=CC=C1)OC(F)(F)F